[Sr].[Ca].[Ba] barium-calcium-strontium